N1-(3-aminopropyl)-N3-hexylpropane-1,3-diamine NCCCNCCCNCCCCCC